(2RS)-2-(6,7-dihydro-5H-pyrrolo[1,2-c]imidazol-1-yl)-2-[6-[4-[3-[(dimethylamino)methyl]-1-bicyclo[1.1.1]pentyl]phenyl]-4-fluoro-1-oxo-isoindolin-2-yl]-N-thiazol-2-yl-acetamide C1(=C2N(C=N1)CCC2)[C@H](C(=O)NC=2SC=CN2)N2C(C1=CC(=CC(=C1C2)F)C2=CC=C(C=C2)C21CC(C2)(C1)CN(C)C)=O |r|